C(C1=CC=CC=C1)N(C1CCC(CC1)NCC)CC1=CC=CC=C1 (1r,4r)-N1,N1-dibenzyl-N4-ethylcyclohexane-1,4-diamine